C(C)(=O)O[C@@H]1[C@H](O[C@H]([C@@H]1OC(C)=O)N1C2=NC(=NC(=C2N=C1)I)F)COC(C)=O (2R,3R,4R,5R)-2-(acetoxymethyl)-5-(2-fluoro-6-iodo-9H-purin-9-yl)tetrahydrofuran-3,4-diyl diacetate